ethyl 2,6-dimethyl-7-oxo-4-[2-(3-thienyl)ethynyl]-1H-pyrrolo[2,3-c]pyridine-3-carboxylate CC1=C(C2=C(C(N(C=C2C#CC2=CSC=C2)C)=O)N1)C(=O)OCC